(S)-1-((S)-6,8-difluoro-1,2,3,4-tetrahydronaphthalen-1-yl)-5,5-difluoro-3-(trifluoromethyl)-4,5,6,7-tetrahydro-1H-indol-4-ol FC=1C=C2CCC[C@@H](C2=C(C1)F)N1C=C(C=2[C@@H](C(CCC12)(F)F)O)C(F)(F)F